(2S,4r)-1-[(2S)-2-(4-cyclopropyl-triazol-1-yl)-3,3-dimethyl-butyryl]-4-hydroxy-N-[(2-methylcyclopropyl)-phenyl-methyl]pyrrolidine-2-carboxamide C1(CC1)C=1N=NN(C1)[C@H](C(=O)N1[C@@H](C[C@H](C1)O)C(=O)NC(C1=CC=CC=C1)C1C(C1)C)C(C)(C)C